(E,Z)-1-(1-(2-(2-propoxyethoxy)ethoxy)prop-1-en-2-yl)-4-(3-(2-(2-propoxyethoxy)ethoxy)prop-1-en-2-yl)benzene C(CC)OCCOCCO\C=C(/C)\C1=CC=C(C=C1)C(=C)COCCOCCOCCC